4-(((1S,2S)-2-(dimethylamino)cyclohexyl)oxy)-2-fluorobenzene-1-sulfonyl chloride CN([C@@H]1[C@H](CCCC1)OC1=CC(=C(C=C1)S(=O)(=O)Cl)F)C